3-[rac-(2R)-2-(4-chlorophenyl)-2-fluoro-ethyl]-1,3,4-oxadiazol-2-one ClC1=CC=C(C=C1)[C@H](CN1C(OC=N1)=O)F |r|